(di-n-butyl) (propargyl) borate B(OCCCC)(OCCCC)OCC#C